NCCNC(C[Si](OC)(OC)OC)C N-(beta-aminoethyl)-beta-aminopropyl-trimethoxysilane